4,7,8-trimethyl-dibenzofuran-3-ol CC1=C(C=CC2=C1OC1=C2C=C(C(=C1)C)C)O